tert-butyl 3-{3-chloro-7-ethenylpyrrolo[3,2-c]pyridazin-5-yl}azetidine-1-carboxylate ClC1=CC2=C(N=N1)C(=CN2C2CN(C2)C(=O)OC(C)(C)C)C=C